FC(CN1CCN(CC1)C1=CC2=C(C[C@@](O2)(C)CO)C=C1NC(=O)C=1C=NN2C1N=CC(=C2)F)F (S)-N-(6-(4-(2,2-Difluoroethyl)piperazin-1-yl)-2-(hydroxymethyl)-2-methyl-2,3-dihydrobenzofuran-5-yl)-6-fluoropyrazolo[1,5-a]pyrimidine-3-carboxamide